(Trans)-N-(1-(2-fluorocyclopropyl)-2-oxo-1,2-dihydropyridin-3-yl)-6-isopropoxy-2-(1-methyl-2-oxabicyclo[2.1.1]hexan-4-yl)-2H-pyrazolo[3,4-b]pyridine-5-carboxamide FC1C(C1)N1C(C(=CC=C1)NC(=O)C1=CC=2C(N=C1OC(C)C)=NN(C2)[C@]21CO[C@@](C2)(C1)C)=O